4-(3-amino-1H-pyrazolo[4,3-b]pyridin-5-yl)-3-chloro-N-((1s,3s)-3-(hydroxymethyl)cyclobutyl)benzenesulfonamide NC1=NNC=2C1=NC(=CC2)C2=C(C=C(C=C2)S(=O)(=O)NC2CC(C2)CO)Cl